CN1C(C(=C(C=C1C1=CC=CC=C1)C1=CC=CC=C1)C#N)=O 1-methyl-2-oxo-4,6-diphenyl-1,2-dihydropyridine-3-carbonitrile